methoxy-2-methyl-N-(5-nitrothiazol-2-yl)benzamide COC=1C(=C(C(=O)NC=2SC(=CN2)[N+](=O)[O-])C=CC1)C